(R)-N-(8,9-difluoro-6-oxo-1,2,3,4,5,6-hexahydrobenzo[c][1,7]naphthyridin-1-yl)-2-fluoro-N-methyl-4H-thieno[3,2-b]pyrrole-5-carboxamide FC=1C(=CC2=C(C(NC=3CNC[C@@H](C23)N(C(=O)C2=CC3=C(N2)C=C(S3)F)C)=O)C1)F